The molecule is a tautomer of pyrrole that has the double bonds at positions 2 and 4. It is a pyrrole and a secondary amine. It is a tautomer of a 2H-pyrrole and a 3H-pyrrole. C1=CNC=C1